[Si]([O-])([O-])([O-])O.[Yb+3] Ytterbium Monosilicate